5-chloro-N4-(2-(isopropylsulfonyl)phenyl)pyrimidine-2,4-diamine hydrochloride Cl.ClC=1C(=NC(=NC1)N)NC1=C(C=CC=C1)S(=O)(=O)C(C)C